4-bromo-3-(tetrahydro-pyran-2-yloxy)-benzoic acid methyl ester COC(C1=CC(=C(C=C1)Br)OC1OCCCC1)=O